methyl 2-cyclopropoxy-5-nitrobenzoate C1(CC1)OC1=C(C(=O)OC)C=C(C=C1)[N+](=O)[O-]